6'-(1-fluorocyclopropyl)-2',3'-dihydro-1'H-spiro[cyclopropane-1,4'-isoquinoline] FC1(CC1)C=1C=C2C3(CNCC2=CC1)CC3